(R)-N-((4-(((7-(2-acetamidoethyl)-7-azaspiro[3.5]nonan-2-yl)methyl)amino)-3-nitrophenyl)sulfonyl)-4-(4-(1-chloro-6,7,8,9-tetrahydro-5H-benzo[7]annulen-5-yl)piperazin-1-yl)benzamide C(C)(=O)NCCN1CCC2(CC(C2)CNC2=C(C=C(C=C2)S(=O)(=O)NC(C2=CC=C(C=C2)N2CCN(CC2)[C@@H]2CCCCC3=C2C=CC=C3Cl)=O)[N+](=O)[O-])CC1